C(C)S(=O)(=O)N1CC(C1)(NC=1C2=C(N=C(N1)NC1=CC=C(C=C1)N1CCN(CC1)C)SC=C2C)CC#N 2-(1-(ethylsulfonyl)-3-((5-methyl-2-((4-(4-methylpiperazin-1-yl)phenyl)amino)thieno[2,3-d]pyrimidin-4-yl)amino)azetidin-3-yl)acetonitrile